NCCCCCCCCCCCCC(CCCCCCCCCCCN)N (12-aminododecyl)-dodecane-1,12-diamine